2-(2,2-Difluorocyclopropyloxy)ethan-1-ol FC1(C(C1)OCCO)F